8-[1-(2,2-difluoroethyl)-3-methyl-1H-pyrazolo[3,4-b]pyrazin-6-yl]-2-[6-(trifluoromethyl)pyrazin-2-yl]-2,8-diazaspiro[4.5]decan-1-one FC(CN1N=C(C=2C1=NC(=CN2)N2CCC1(CCN(C1=O)C1=NC(=CN=C1)C(F)(F)F)CC2)C)F